C(C)(C)(C)OC(=O)N1[C@H](C[C@@H](C1)F)C1=C(C=CC(=C1)F)OC(C)CCCN1C(C2=CC=CC=C2C1=O)=O (2R,4S)-2-(2-(5-(1,3-dioxoisoindolin-2-yl)pent-2-yloxy)-5-fluorophenyl)-4-fluoropyrrolidine-1-carboxylic acid tert-butyl ester